O1CCN(CC1)C1=NC(=C2N=CN(C2=N1)CC(C1=NC=CC=C1)=O)NN=CC=1C=C(C#N)C=CC1 3-((2-(2-morpholino-9-(2-oxo-2-(pyridin-2-yl)ethyl)-9H-purin-6-yl)hydrazinylidene)methyl)benzonitrile